N-(1-((2S,3R,4R,5R)-3-fluoro-4-hydroxy-5-(hydroxymethyl)tetrahydrofuran-2-yl)-2-oxo-1,2-dihydropyrimidin-4-yl)-5-methoxypicolinamide F[C@H]1[C@H](O[C@@H]([C@H]1O)CO)N1C(N=C(C=C1)NC(C1=NC=C(C=C1)OC)=O)=O